8-(2-fluoro-6-methylphenyl)-9-(4-((1-(3-fluoropropyl)azetidin-3-ylidene)methyl)phenyl)-6,7-dihydro-5H-benzo[7]annulene-3-carboxylic acid FC1=C(C(=CC=C1)C)C=1CCCC2=C(C1C1=CC=C(C=C1)C=C1CN(C1)CCCF)C=CC(=C2)C(=O)O